C1=CC=CC=2CC3=CC=CC=C3C(C12)N1N=CC=C1 1-(9,10-dihydro-anthracene-9-yl)-1H-pyrazole